OCC1=CC=C(OC2CN(C2)C=2C=C(C(=O)O)C=CC2)C=C1 3-(3-(4-(hydroxymethyl)phenoxy)azetidin-1-yl)benzoic acid